(1-Hydroxy-2-(5H-imidazo[5,1-a]isoindol-5-yl)-7-azaspiro[3.5]nonan-7-yl)dimethylphosphin-oxid OC1C(CC12CCN(CC2)P(C)(C)=O)C2N1C(C3=CC=CC=C23)=CN=C1